C1(CC1)COC1=CC2=C(NC3=CC=CC=C23)C(=N1)C cyclopropylmethoxyl-1-methyl-9H-pyrido[3,4-b]indole